C1(=CC=CC=C1)CCCNC(C)C1=CC=CC=C1 3-phenyl-N-(1-phenylethyl)propan-1-amine